ClC1=C(C=C2CCCN(C2=C1)CC1=NC(=CC2=CC=CC=C12)C(=O)[O-])C=1C=NN(C1)C 1-[7-chloro-6-(1-methyl-1H-pyrazol-4-yl)-3,4-dihydro-2H-quinolin-1-yl]Methyl-isoquinoline-3-carboxylate